C(CCC=C)SCCCC=C di(4-pentenyl) sulfide